ClC=1C=NN(C1CN)C 1-(4-chloro-1-methyl-1H-pyrazol-5-yl)methylamine